Cl.CN(C(OC(C)(C)C)=O)[C@@H]1CNCC1 tert-butyl N-methyl-N-[(3S)-pyrrolidin-3-yl]carbamate hydrochloride